ClC=1C=CC(=C(C1)C1=C(N=CN1)C1=NC2=CC(=CN=C2C=C1)C1=NN2C(CNCC2)=C1)F 2-[5-(5-chloro-2-fluoro-phenyl)-1H-imidazol-4-yl]-7-(4,5,6,7-tetrahydropyrazolo[1,5-a]pyrazin-2-yl)-1,5-naphthyridine